2,3,5,6-tetrafluoro-p-dichlorobenzene FC1=C(C(=C(C(=C1F)Cl)F)F)Cl